(R)-N-(4-(4-amino-7-methyl-5-(4-(pyrrolidine-1-carbonyl)cyclohex-1-en-1-yl)-7H-pyrrolo[2,3-d]pyrimidin-6-yl)phenyl)-2-chloroacetamide NC=1C2=C(N=CN1)N(C(=C2C2=CC[C@@H](CC2)C(=O)N2CCCC2)C2=CC=C(C=C2)NC(CCl)=O)C